4-(4-amino-6-(4-methacrylamido-phenyl)-7-methyl-7H-pyrrolo[2,3-d]pyrimidin-5-yl)-N-(pyrimidin-2-yl)benzamide NC=1C2=C(N=CN1)N(C(=C2C2=CC=C(C(=O)NC1=NC=CC=N1)C=C2)C2=CC=C(C=C2)NC(C(=C)C)=O)C